2-(1-methyl-piperidin-2-yl)acetamide CN1C(CCCC1)CC(=O)N